C(C)N1C=C(C(C2=CC(=CC=C12)F)=O)S(=O)(=O)N1CCC2(C[C@H](CO2)NC[C@@H](COC=2C=C(C=CC2)S(=O)(=O)NC)O)CC1 3-((S)-3-((R)-8-(1-ethyl-6-fluoro-4-oxo-1,4-dihydroquinolin-3-ylsulfonyl)-1-oxa-8-azaspiro[4.5]dec-3-ylamino)-2-hydroxypropoxy)-N-methylbenzenesulfonamide